F[C@H]1[C@@H](C[C@H]2CC([C@H]3[C@@H]4CC[C@H]([C@@H](CCC(=O)OC)C)[C@]4(CC[C@@H]3[C@]2(C1)C)C)=O)O Methyl 2α-fluoro-3β-hydroxy-7-oxo-5β-cholanoate